(2-(difluoromethylene)tetrahydro-1H-pyrrolizin-7A(5H)-yl)methanol FC(=C1CC2(CCCN2C1)CO)F